bromine Indanone C1(CCC2=CC=CC=C12)=O.[Br]